1,1-dimethoxy-2-octyne COC(C#CCCCCC)OC